FC1(OC=2C(=CC3=C(N(C(=N3)C3=C(C=C(C=N3)C3(CC3)C#N)S(=O)(=O)CC)C)C2)O1)F 1-[6-(2,2-difluoro-7-methyl-[1,3]dioxolo[4,5-f]benzimidazol-6-yl)-5-ethylsulfonyl-3-pyridyl]cyclopropane-carbonitrile